Bis(4-(tert-butyl)phenyl)iodonium 4-(butoxycarbonyl)-2,6-dihydroxybenzenesulfonate C(CCC)OC(=O)C1=CC(=C(C(=C1)O)S(=O)(=O)[O-])O.C(C)(C)(C)C1=CC=C(C=C1)[I+]C1=CC=C(C=C1)C(C)(C)C